CC1=CC=C(C=C1)C=1N=C(S(CC1)[2H])N (4-methylphenyl)-6H-1,3-thiazin-2-amine-1-d